5-cyano-1-ethyl-4-methyl-1H-1,3-benzodiazol C(#N)C1=C(C2=C(N(C=N2)CC)C=C1)C